prolyl-L-prolyl-(2S)-2-aminodecanoyl-L-alpha-glutamyl-L-threonine N1[C@@H](CCC1)C(=O)N1[C@@H](CCC1)C(=O)N([C@@H](CCC(O)=O)C(=O)N[C@@H]([C@H](O)C)C(=O)O)C(C(CCCCCCCC)N)=O